ClC1=C(C=C(C=C1)F)C(C(=O)NC(C)(C)C)N(C(=O)C=1C=2CCNC(C2C=C(C1)[N+](=O)[O-])=O)CC1=CC=C(C=C1)OC N-[1-(2-chloro-5-fluorophenyl)-2-[(2-methylpropan-2-yl)amino]-2-oxoethyl]-N-[(4-methoxyphenyl)methyl]-7-nitro-1-oxo-1,2,3,4-tetrahydroisoquinoline-5-carboxamide